OCC1OC(CC(C1O)O)OC1=CC=CC=C1 2-(hydroxymethyl)-6-phenoxytetrahydro-2H-pyran-3,4-diol